C1=CC=C2C=3C4=C(S2)C=CC=C4C=CC13 phenanthro[4,5-bcd]thiophene